C(C)(C)(C)C(=O)NC(=N)N 1-t-butylcarbonylguanidine